C1=CC=CC=2C3=CC=CC=C3C(C12)COC(=O)N([C@H](C(=O)O)CCOC)C (2S)-2-[9H-fluoren-9-ylmethoxycarbonyl-(methyl)amino]-4-methoxy-butanoic acid